2-(4-bromophenyl)-6-(chlorocarbonyl)-4-(cyclopropylmethoxy)cyclohexane-1-carboxylate BrC1=CC=C(C=C1)C1C(C(CC(C1)OCC1CC1)C(=O)Cl)C(=O)[O-]